(2S,4R)-2-(hydroxymethyl)-4-methoxy-pyrrolidine-1-carboxylic acid tert-butyl ester C(C)(C)(C)OC(=O)N1[C@@H](C[C@H](C1)OC)CO